3-bromo-6-methoxy-5-(((2S,4R)-4-methoxy-1-methylpyrrolidin-2-yl)methoxy)pyrazolo[1,5-a]pyrimidine BrC=1C=NN2C1N=C(C(=C2)OC)OC[C@H]2N(C[C@@H](C2)OC)C